1-(1-(7-chloro-1-oxo-1,2-dihydroisoquinolin-4-yl)ethyl)-3-(3-chloro-4-fluorophenyl)-1-methyl-urea ClC1=CC=C2C(=CNC(C2=C1)=O)C(C)N(C(=O)NC1=CC(=C(C=C1)F)Cl)C